ClC=1C=C(C=CC1)C1(CCN(CC1)C1=CN=NC(=C1)C1=C(C=CC=C1)O)C(=O)O 4-(3-chlorophenyl)-1-(6-(2-hydroxyphenyl)pyridazin-4-yl)piperidine-4-carboxylic acid